N-[(3-fluoro-4-methoxypyridin-2-yl)methyl]-3-(methoxymethyl)-1-({4-[(2-oxopyridin-1-yl)methyl]phenyl}methyl)pyrazole-4-carboxamide hydrochloride salt Cl.FC=1C(=NC=CC1OC)CNC(=O)C=1C(=NN(C1)CC1=CC=C(C=C1)CN1C(C=CC=C1)=O)COC